5-indoleboronic acid pinacol ester N1C=CC2=CC(=CC=C12)B1OC(C)(C)C(C)(C)O1